BrC1=NN(C(=N1)C(CCCOC1OCCCC1)OC1=CC(=CC(=C1)F)Cl)COC 3-bromo-5-(1-(3-chloro-5-fluorophenoxy)-4-((tetrahydro-2H-pyran-2-yl)oxy)butyl)-1-(methoxymethyl)-1H-1,2,4-triazole